C12(NCCC2C1)C(=O)N azabicyclo[3.1.0]hexane-1-carboxamide